ClC1=CC=C(C=C1)C1=CC=2C(=CN=NC2CC2COCCC2)S1 2-(4-chlorophenyl)-4-(3-tetrahydropyranylmethyl)-thieno[2,3-d]pyridazine